((4-chlorophenyl)sulfonyl)-3-(4-fluorophenyl)-4-phenyl-N-((1S,3R)-3-sulfamoyl-cyclobutyl)-4,5-dihydro-1H-pyrazole-1-carboxamide ClC1=CC=C(C=C1)S(=O)(=O)C1(C(=NN(C1)C(=O)NC1CC(C1)S(N)(=O)=O)C1=CC=C(C=C1)F)C1=CC=CC=C1